C(C1=CC=CC=C1)NC(=O)NN(C)CC(=O)O 2-(2-(benzylcarbamoyl)-1-methylhydrazineyl)acetic acid